(5aR,6S,6aS)-methyl 3-((1,1-dimethyl-3-(1-methyl-1H-benzo[d]imidazol-4-yl)-2,3-dihydro-1H-inden-5-yl)methoxy)-5,5a,6,6a-tetrahydrocyclopropa[4,5]cyclopenta[1,2-c]pyridine-6-carboxylate CC1(CC(C2=CC(=CC=C12)COC1=CC2=C(C=N1)[C@H]1[C@@H](C2)[C@@H]1C(=O)OC)C1=CC=CC=2N(C=NC21)C)C